9Z,11E-octadeca-9,11-dienoic acid C(CCCCCCC\C=C/C=C/CCCCCC)(=O)O